5-methyl-2-propan-2-ylphenyl (E)-3-(3,4,5-trimethoxyphenyl)prop-2-enoate COC=1C=C(C=C(C1OC)OC)/C=C/C(=O)OC1=C(C=CC(=C1)C)C(C)C